ClC=1C=C(C=C(C1)C1=NC=NC=N1)[C@@H]1COCCN1C(C=C)=O (R)-1-(3-(3-chloro-5-(1,3,5-triazin-2-yl)phenyl)morpholino)prop-2-en-1-one